N-((1R,4R)-4-((R)-2-hydroxypropoxy)cyclohexyl)-2-(1H-imidazol-1-yl)-5H-pyrrolo[3,2-d]pyrimidine-4-carboxamide O[C@@H](COC1CCC(CC1)NC(=O)C=1C2=C(N=C(N1)N1C=NC=C1)C=CN2)C